ClC1=CC2=C(N(C(N=C2N2CCN(CC2)C(C=C)=O)=O)CC2(CC2)C(F)(F)F)N=C1C1=C(C=CC=C1)F 6-chloro-7-(2-fluorophenyl)-4-(4-(2-propenoyl)-1-piperazinyl)-1-((1-(trifluoromethyl)cyclopropyl)methyl)pyrido[2,3-d]pyrimidin-2(1H)-one